C(#N)C1=CC(=NC=C1)NC1=CC(=NC(=N1)C=1C=NC=CC1)N1CC2(CC1)CC(CCC2)C(=O)NC 2-(6-((4-cyanopyridin-2-yl)amino)-2-(pyridin-3-yl)pyrimidin-4-yl)-N-methyl-2-azaspiro[4.5]decane-7-carboxamide